3-(4-(1,4-dimethyl-1H-imidazol-2-yl)benzyl)-6-(2-isopropylphenyl)-[1,2,4]triazolo[4,3-b]pyridazine CN1C(=NC(=C1)C)C1=CC=C(CC2=NN=C3N2N=C(C=C3)C3=C(C=CC=C3)C(C)C)C=C1